2-(2-(1-hydroxyethyl)-7-isopropyl-4-oxopyrazolo[1,5-d][1,2,4]triazin-5(4H)-yl)-N-(pyrimidin-4-yl)acetamide OC(C)C1=NN2C(=NN(C(C2=C1)=O)CC(=O)NC1=NC=NC=C1)C(C)C